C(CCCCCCCCCCCCCCC)(=O)OCC(OC(CCCCCCCCCCCCCCC)=O)CO glycerol di-palmitate